tert-butyl (2S)-2-[(1R)-1-{[(2R)-2-methoxy-2-phenylacetyl]oxy}ethyl]morpholine-4-carboxylate CO[C@@H](C(=O)O[C@H](C)[C@@H]1CN(CCO1)C(=O)OC(C)(C)C)C1=CC=CC=C1